C(#N)N1CC2=C(C=C(C=C2C1)NS(=O)(=O)C)C1=CC=CC=C1 N-(2-cyano-7-phenylisoindolin-5-yl)methanesulfonamide